FC=1C=CC(=NC1)NC1=CC2=C(C=N1)C(NN2C2=CC=CC=C2)=O 6-[(5-fluoropyridin-2-yl)amino]-1-phenyl-1H,2H,3H-pyrazolo[4,3-c]pyridin-3-one